CN1N=C2C=C(C(=CC2=C1)NC(OC1=CC=CC=C1)=O)C(F)(F)F phenyl (2-methyl-6-(trifluoromethyl)-2H-indazol-5-yl)carbamate